2-Methoxyethyl 2,4-dimethyl-5-oxo-6-(pyridin-4-ylmethyl)-5,6-dihydrobenzo[c][2,7]naphthyridine-1-carboxylate CC1=C(C=2C3=C(N(C(C2C(=N1)C)=O)CC1=CC=NC=C1)C=CC=C3)C(=O)OCCOC